FC1=CC=C(C=C1)N1N=C(C2=CC=CC=C2C1=O)C=1C=C(C=NC1)NS(=O)(=O)CC N-(5-(3-(4-Fluorophenyl)-4-oxo-3,4-dihydrophthalazin-1-yl)pyridin-3-yl)ethanesulfonamide